2-(3-bromophenyl)-N-(methylcarbamoyl)-2-(4-(trifluoromethyl)pyridin-2-yl)acetamide BrC=1C=C(C=CC1)C(C(=O)NC(NC)=O)C1=NC=CC(=C1)C(F)(F)F